1-(cyclopropylmethyl)-3-(β-D-glucopyranosyloxy)-5-methyl-4-[(4-methylthiophenyl)methyl]-1H-pyrazole C1(CC1)CN1N=C(C(=C1C)CC1=CC=C(C=C1)SC)O[C@H]1[C@H](O)[C@@H](O)[C@H](O)[C@H](O1)CO